(2S,4R)-1-((R)-2-hydroxy-4-methylpentanoyl)-4-methyl-N-((S)-3-oxo-1-((S)-2-oxopyrrolidin-3-yl)-4-(trifluoromethoxy)butan-2-yl)pyrrolidine-2-carboxamide O[C@@H](C(=O)N1[C@@H](C[C@H](C1)C)C(=O)N[C@@H](C[C@H]1C(NCC1)=O)C(COC(F)(F)F)=O)CC(C)C